(R)-4-(3-(4-chloro-3-(trifluoromethyl)phenethyl)-3-(dimethylamino)piperidin-1-yl)-2,6-difluoro-N-(pyrimidin-4-yl)benzenesulfonamide ClC1=C(C=C(CC[C@@]2(CN(CCC2)C2=CC(=C(C(=C2)F)S(=O)(=O)NC2=NC=NC=C2)F)N(C)C)C=C1)C(F)(F)F